ClC1=CC=C(C=C1)C1=C(N=C(N1)C1=CC=C(C=C1)OCC1CCC(CC1)(F)F)C 5-(4-chlorophenyl)-2-(4-((4,4-difluorocyclohexyl)methoxy)phenyl)-4-methyl-1H-imidazole